({4-bromo-6-[(1-fluoropropane-2-yl)carbamoyl]pyridin-2-yl}thiocarbamoyl)carbamic acid ethyl ester C(C)OC(NC(NC1=NC(=CC(=C1)Br)C(NC(CF)C)=O)=S)=O